[Na+].O.C1(CCCCC1)P(C1=C(C=CC=C1)C1=C(C=C(C=C1C(C)C)S(=O)(=O)[O-])C(C)C)C1CCCCC1 2'-Dicyclohexylphosphino-2,6-di-i-propyl-4-sulfonato-1,1'-biphenyl hydrate sodium salt